BrC=1C=CC(N(C1)C1=CC=C(C=C1)F)=O 5-bromo-1-(4-fluorophenyl)pyridin-2-one